BrC=1C(C2=CC(=CC=C2C1C1=C(N=CS1)C)OCCCC1=CC=CC=C1)=O 2-bromo-3-(4-methylthiazol-5-yl)-6-(3-phenylpropoxy)-inden-1-one